ethyl 2-(4-morpholinyl)-4-(1-m-tolyl-1,2,3,6-tetrahydropyridin-4-yl)-1H-benzo[d]imidazole-5-carboxylate N1(CCOCC1)C1=NC2=C(N1)C=CC(=C2C=2CCN(CC2)C=2C=C(C=CC2)C)C(=O)OCC